5-{[(2R,3S)-1-[(3-chloro-8-fluoro-2-oxo-1H-quinolin-7-yl)methyl]-2-methylazetidin-3-yl]oxy}-N-methylpyridine-2-carboxamide ClC=1C(NC2=C(C(=CC=C2C1)CN1[C@@H]([C@H](C1)OC=1C=CC(=NC1)C(=O)NC)C)F)=O